C1(CCCCC1)N[C@@H]1[C@H](CCC[C@@H]1F)CC=1C=C2CN(C(C2=CC1)=O)C1C(NC(CC1)=O)=O |o1:7,8,12| 3-(5-(((1R,2R,3S)-rel-2-(cyclohexylamino)-3-fluorocyclohexyl)methyl)-1-oxoisoindolin-2-yl)piperidine-2,6-dione